COC(C)[C@]12C[C@H](C[C@H](N1C(=O)NC1=NC=C(C(=C1)C1=NN3C(C=N1)=CC=C3)C(F)(F)F)C2)C (1R,3S,5S)-1-(1-methoxyethyl)-3-methyl-N-(4-(pyrrolo[2,1-f][1,2,4]triazin-2-yl)-5-(trifluoromethyl)pyridin-2-yl)-6-azabicyclo[3.1.1]heptane-6-carboxamide